CC=1C=C(C=C(C1)C)NC=1C=2N(C3=CC(=CC=C3N1)C)C=NN2 N-(3,5-dimethylphenyl)-8-methyl[1,2,4]triazolo[4,3-a]quinoxalin-4-amine